lithio 2-[1-(1-{2-[(tert-butyldimethylsilyl)oxy]ethyl}pyrazol-4-yl)-1-(2-cyanophenyl)propan-2-yl]-5-methoxy-1-methyl-6-oxopyrimidine-4-carboxylate [Si](C)(C)(C(C)(C)C)OCCN1N=CC(=C1)C(C(C)C=1N(C(C(=C(N1)C(=O)O[Li])OC)=O)C)C1=C(C=CC=C1)C#N